6-Chloro-3-[(1R)-1-(2-imidazo[1,2-a]pyrimidin-6-yl-3,6-dimethyl-4-oxo-chromen-8-yl)ethoxy]pyridine-2-sulfonamide ClC1=CC=C(C(=N1)S(=O)(=O)N)O[C@H](C)C=1C=C(C=C2C(C(=C(OC12)C=1C=NC=2N(C1)C=CN2)C)=O)C